O=C1NC(CCC1N1C(N(C2=C1C=CC=C2C#CCOCCNC(OC(C)(C)C)=O)C)=O)=O tert-butyl N-[2-[3-[1-(2,6-dioxo-3-piperidyl)-3-methyl-2-oxo-benzimidazol-4-yl]prop-2-ynoxy]ethyl]carbamate